C(CCCCCCC\C=C/CCCCCCCC)(=O)O.C(=C)OC=C vinyl ether oleate